BrC1=CC=2C3=C(C=NC2C=C1)N=C(N3[C@H]3C[C@H](OCC3)C)CC(=O)NC3CC3 2-(8-bromo-1-((2R,4R)-2-methyltetrahydro-2H-pyran-4-yl)-1H-imidazo[4,5-c]quinolin-2-yl)-N-cyclopropylacetamide